(R)-N-(5-((3-((6-methoxypyrimidin-4-yl)oxy)pyrrolidin-1-yl)methyl)thiazol-2-yl)acetamide COC1=CC(=NC=N1)O[C@H]1CN(CC1)CC1=CN=C(S1)NC(C)=O